carnitine-d2 OC(C([N+](C)(C)C)[2H])(CC([O-])=O)[2H]